(R)-3-Fluoro-4-((6-iodopyridazin-3-yl)amino)-2-methylbutan-2-ol F[C@@H](C(C)(O)C)CNC=1N=NC(=CC1)I